Boc-4-[(methoxy)methylamino]piperidine C(=O)(OC(C)(C)C)N1CCC(CC1)NCOC